6-(4-amino-4-methylpiperidin-1-yl)-3-(2-(2-chlorophenyl)ethynyl)-5-methyl-1H-pyrazolo[3,4-d]pyrimidin-4(5H)-one NC1(CCN(CC1)C=1N(C(C2=C(N1)NN=C2C#CC2=C(C=CC=C2)Cl)=O)C)C